N-(6-((2-Ethyl-6-fluorophenyl)amino)-1H-indazol-3-yl)-4-(1-methylpiperidin-4-yl)benzamid C(C)C1=C(C(=CC=C1)F)NC1=CC=C2C(=NNC2=C1)NC(C1=CC=C(C=C1)C1CCN(CC1)C)=O